C(C)N(C=1SC(=C(N1)C=1C(=C(C=CC1)NS(=O)(=O)C1=C(C=CC=C1F)F)F)C1=NC(=NC=C1)NC1CCN(CC1)S(=O)(=O)N1CCNCC1)CC N-(3-(2-(diethylamino)-5-(2-((1-(piperazin-1-ylsulfonyl)piperidin-4-yl)amino)-pyrimidin-4-yl)thiazol-4-yl)-2-fluorophenyl)-2,6-difluorobenzenesulfonamide